7-chloro-N-(4-(4-(methylsulfonyl)-5-(morpholinomethyl)thiophen-2-yl)-5-(trifluoromethyl)pyrimidin-2-yl)-1,2,3,4-tetrahydroisoquinolin-6-amine ClC1=C(C=C2CCNCC2=C1)NC1=NC=C(C(=N1)C=1SC(=C(C1)S(=O)(=O)C)CN1CCOCC1)C(F)(F)F